[2H]C(N1N=NC(=C1)C1=CC2=C(N(C(=N2)N)C)C=C1)(C1=C(C(=C(C=C1)C=1OC(=NN1)C(F)F)F)F)[2H] 5-[1-[Dideuterio-[4-[5-(difluoromethyl)-1,3,4-oxadiazol-2-yl]-2,3-difluorophenyl]methyl]triazol-4-yl]-1-methylbenzimidazole-2-amine